(±)-trans-2-(4-((1-(3,4-Dichlorobenzyl)-3,7-dimethyl-2,6-dioxo-2,3,6,7-tetrahydro-1H-purin-8-yl)amino)pyridin-2-yl)cyclopropanecarboxamide ClC=1C=C(CN2C(N(C=3N=C(N(C3C2=O)C)NC2=CC(=NC=C2)[C@H]2[C@@H](C2)C(=O)N)C)=O)C=CC1Cl |r|